NC(C(=O)O)CC1=CC=C2C=CC3=CC=CC4=CC=C1C2=C34 2-amino-3-(pyrene-1-yl)propionic acid